C[C@@]1(N(CCC1)C(C=C)=O)CN1N=C(C=2C1=NC=NC2)C2=CC=C(C=C2)OC2=CC=CC=C2 (S)-1-(2-methyl-2-((3-(4-phenoxyphenyl)-1H-pyrazolo[3,4-d]pyrimidin-1-yl)methyl)pyrrolidin-1-yl)prop-2-en-1-one